N-(3,4-dimethoxyphenethyl)-5-(1-methyl-1H-pyrazol-4-yl)benzo[b]thiophene-3-carboxamide-1,1-dioxide COC=1C=C(CCNC(=O)C=2C3=C(S(C2)(=O)=O)C=CC(=C3)C=3C=NN(C3)C)C=CC1OC